phenyl-N-(3-methoxy-2-methylbenzyl)-1,2-dimethyl-N-(1-(tetrahydro-2H-pyran-2-yl)-1H-indazol-5-yl)-1H-pyrrole-3-carboxamide C1(=CC=CC=C1)C=1C(=C(N(C1)C)C)C(=O)N(C=1C=C2C=NN(C2=CC1)C1OCCCC1)CC1=C(C(=CC=C1)OC)C